Cl.C=O methanone hydrochloride salt